trans-2-methyl-5-[[4-[(3S)-3-(2-methylthiazol-4-yl)isoxazolidine-2-carbonyl]cyclohexyl]methyl]benzamide CC1=C(C(=O)N)C=C(C=C1)C[C@@H]1CC[C@H](CC1)C(=O)N1OCC[C@H]1C=1N=C(SC1)C